C(C)[SiH2]OCCOCC1=CC=CC=C1 ethyl-(phenyl)methoxyethoxysilane